2,2'-([2,2':6',2''-terpyridine]-6,6''-diyl)bis(1,3-dimethyl-1H-benzo[d]imidazol-3-ium) N1=C(C=CC=C1C1=[N+](C2=C(N1C)C=CC=C2)C)C2=NC(=CC=C2)C2=NC(=CC=C2)C2=[N+](C1=C(N2C)C=CC=C1)C